5-bromo-6-fluoro-1H-indazole-3-carbaldehyde BrC=1C=C2C(=NNC2=CC1F)C=O